3-chloro-6-((((S)-1-cyclobutylethyl)amino)methyl)-N-(3-((1s,3R)-3-methyl-1-(4-methyl-4H-1,2,4-triazol-3-yl)cyclobutyl)phenyl)imidazo[1,2-a]pyridine-8-carboxamide ClC1=CN=C2N1C=C(C=C2C(=O)NC2=CC(=CC=C2)C2(CC(C2)C)C2=NN=CN2C)CN[C@@H](C)C2CCC2